N-[(5-cyclopropyl-6-fluoropyridin-2-yl)(phenyl)methyl]-1-{2-[(dimethylcarbamoyl)amino]acetyl}-4-fluoropyrrolidine-2-carboxamide C1(CC1)C=1C=CC(=NC1F)C(NC(=O)C1N(CC(C1)F)C(CNC(N(C)C)=O)=O)C1=CC=CC=C1